cyclopropyl 3,5-dichlorophenyl sulfone ClC=1C=C(C=C(C1)Cl)S(=O)(=O)C1CC1